6-[(2S)-2-aminopropyl]-2-chloro-7-methyl-N-[(pyrimidin-2-yl)methyl]thieno[3,2-d]pyrimidin-4-amine dihydrochloride Cl.Cl.N[C@H](CC1=C(C=2N=C(N=C(C2S1)NCC1=NC=CC=N1)Cl)C)C